BrCC1=CC=C(C=C1)CBr 1,4-dibromomethylbenzene